2,8-dimethyl-6-(2-methylpropyl)-4-nonanol CC(C)CC(CC(CC(C)C)CC(C)C)O